COC(=O)[C@]1(OB(OC(C1)=O)[C@H](CC(C)C)NC([C@H](CC1=CC=CC=C1)NC(=O)C1=NC=CN=C1)=O)CC(=O)O 2-((S)-4-(methoxycarbonyl)-2-((R)-3-methyl-1-((S)-3-phenyl-2-(pyrazine-2-carboxamido)propanamido)butyl)-6-oxo-1,3,2-dioxaborinan-4-yl)acetic acid